5-(1-(4-(1,1-dioxidothiomorpholino)phenyl)-1H-pyrazol-4-yl)-3-fluoro-2-hydroxybenzaldehyde O=S1(CCN(CC1)C1=CC=C(C=C1)N1N=CC(=C1)C=1C=C(C(=C(C=O)C1)O)F)=O